benzyl (R)-2-(((benzyloxy)carbonyl)amino)-3-(7-bromothieno[3,2-b]pyridine-2-carboxamido)propanoate C(C1=CC=CC=C1)OC(=O)N[C@@H](C(=O)OCC1=CC=CC=C1)CNC(=O)C1=CC2=NC=CC(=C2S1)Br